rel-(R)-N-(methyl-d3)-6-((1-methyl-1H-imidazol-4-yl)amino)-4-((2,4,5-trimethyl-4,5-dihydro-2H-[1,2,3]triazolo[4,5-c][1,7]naphthyridin-6-yl)amino)pyridazine-3-carboxamide C(NC(=O)C=1N=NC(=CC1NC1=NC=CC=2C=3C([C@H](N(C12)C)C)=NN(N3)C)NC=3N=CN(C3)C)([2H])([2H])[2H] |o1:18|